C(C1=CC=CC=C1)OCC(C(=O)[O-])OCCCNC(=O)OC(C)(C)C 3-(benzyloxy)-2-(((tert-butoxycarbonyl)amino)propoxy)propanoate